CC1(C(N(C(N1CC1=CC(=NC=C1)NC1CCOCC1)=O)C1=CC=C(C=C1)SC(F)(F)F)=O)C 5,5-dimethyl-1-((2-((tetrahydro-2H-pyran-4-yl)amino)pyridin-4-yl)methyl)-3-(4-((trifluoromethyl)thio)phenyl)imidazolidine-2,4-dione